picenyl acrylate C(C=C)(=O)OC1=CC=CC2=CC=C3C4=CC=C5C=CC=CC5=C4C=CC3=C21